C(#N)C=1C=NN2C1C(=CC(=C2)C=2C=NN(C2C)C2CCN(CC2)C2C(N(C2)C(=O)OC(C)(C)C)(C)C)N[C@H](C)C2=NC=CC=C2 tert-Butyl 3-[4-[4-[3-cyano-4-[[(1R)-1-(2-pyridyl)ethyl]amino]pyrazolo[1,5-a]pyridin-6-yl]-5-methyl-pyrazol-1-yl]-1-piperidyl]-2,2-dimethyl-azetidine-1-carboxylate